4-((1S)-1-(2-cyclobutyl-2-((4-(trifluoromethyl)benzyl)oxy)acetamido)ethyl)benzoic acid C1(CCC1)C(C(=O)N[C@@H](C)C1=CC=C(C(=O)O)C=C1)OCC1=CC=C(C=C1)C(F)(F)F